6-(3,5-Difluoro-2-methoxyphenyl)-N-[(2-oxo-1H-pyridin-3-yl)sulfonyl]-2-[(4S)-2,2,4-trimethylpyrrolidin-1-yl]pyridin-3-carboxamid FC=1C(=C(C=C(C1)F)C1=CC=C(C(=N1)N1C(C[C@@H](C1)C)(C)C)C(=O)NS(=O)(=O)C=1C(NC=CC1)=O)OC